(4,5,6,7-Tetrahydropyrazolo[1,5-a]pyrazin-2-yl)methanol N1=C(C=C2N1CCNC2)CO